N-cyclopropyl-3-(1-{6-[(1S)-1-hydroxyethyl]imidazo[1,2-a]pyridin-3-yl}-1H-pyrazol-4-yl)-4-methylbenzamide C1(CC1)NC(C1=CC(=C(C=C1)C)C=1C=NN(C1)C1=CN=C2N1C=C(C=C2)[C@H](C)O)=O